COC=1C(=CC=2N(C1)N=C(C2)C)C(=O)O 6-methoxy-2-methyl-pyrazolo[1,5-a]pyridine-5-carboxylic acid